ClC=1C=C(C2=C(C=C(O2)CN2C(C3=CN=CC=C3CC2)=O)C1)C(=O)OCC(F)(F)F 2,2,2-Trifluoroethyl 5-chloro-2-((1-oxo-3,4-dihydro-2,7-naphthyridin-2(1H)-yl)methyl)benzofuran-7-carboxylate